C(CC)(=O)C1=CC(=NC=C1)N1C(C2=CC=CC=C2C1=O)=O 2-(4-propionylpyridin-2-yl)isoindoline-1,3-dione